3-(4,4-Dimethylpiperidin-1-yl)propanol CC1(CCN(CC1)CCCO)C